C1(=CC=CC=C1)S(=O)(=O)N(S(=O)(=O)C1=CC=CC=C1)F N-(phenylsulfonyl)-N-fluorobenzenesulfonamide